C(C1=CC=CC=C1)N1C(=NC2=NC=CC=C21)N 1-benzylimidazo[4,5-b]pyridin-2-amine